1,2-di-nonadecanoyl-sn-glycero-3-phosphocholine C(CCCCCCCCCCCCCCCCCC)(=O)OC[C@@H](OC(CCCCCCCCCCCCCCCCCC)=O)COP(=O)([O-])OCC[N+](C)(C)C